FC(C(O)(O)F)CCCCCC difluoroOctanediol